6-BROMOIMIDAZO[1,2-A]PYRIDINE-3-CARBALDEHYDE BrC=1C=CC=2N(C1)C(=CN2)C=O